BrC=1C=C(C=CC1Cl)C(CN(C(OCCCC)=O)C1CCC(CC1)NC(=O)OC(C)(C)C)C1=CC=CC=C1 Butyl (2-(3-bromo-4-chlorophenyl)-2-phenylethyl)((1r,4r)-4-((tert-butoxycarbonyl)amino)cyclohexyl)carbamate